4-{4-[(2-fluorophenyl)methoxy]piperidin-1-yl}-1-methyl-2-oxo-1,2-dihydroquinoline-3-carbonitrile FC1=C(C=CC=C1)COC1CCN(CC1)C1=C(C(N(C2=CC=CC=C12)C)=O)C#N